ethyl (R)-4-chloro-6-(2-cyanoethyl)-7-(2,3-dichlorophenyl)-8-fluoro-2-methylquinoline-3-carboxylate ClC1=C(C(=NC2=C(C(=C(C=C12)CCC#N)C1=C(C(=CC=C1)Cl)Cl)F)C)C(=O)OCC